[(6R)-17-amino-6-benzyloxy-6,15-bis(trifluoromethyl)-19-oxa-3,4,13,18-tetrazatricyclo[12.3.1.12,5]nonadeca-1(17),2,4,9,14(18),15-hexaen-12-yl]-pyrrolidin-1-yl-methanone NC=1C=C(C=2NC(CC=CCC[C@@](C3=NN=C(C1N2)O3)(C(F)(F)F)OCC3=CC=CC=C3)C(=O)N3CCCC3)C(F)(F)F